[2,5-3H]-L-histidine N[C@@H](CC1=C(NC(=N1)[3H])[3H])C(=O)O